tert-butyl (3S)-4-{4-[(Z)-N'-[(Z)-(4S)-2-amino-3-cyano-4-methyl-4,5,6,7-tetrahydro-1-benzothiophene-4-carbonyloxy]carbamimidoyl]pyrimidin-2-yl}-3-methyl-1,4-diazepane-1-carboxylate NC=1SC2=C(C1C#N)[C@](CCC2)(C(=O)O\N=C(/N)\C2=NC(=NC=C2)N2[C@H](CN(CCC2)C(=O)OC(C)(C)C)C)C